CC1=CC=C(C=N1)OC(=O)N1CCC(CC1)C 4-methyl-piperidine-1-carboxylic acid (6-methyl-3-pyridinyl) ester